(R)-2-((tert-butyldimethylsilyl)oxy)-1-(4-chloro-3-fluorophenyl)ethanol [Si](C)(C)(C(C)(C)C)OC[C@H](O)C1=CC(=C(C=C1)Cl)F